C(=O)(O)C1=CC=CC(=N1)CN [6-(Carboxyl)pyridine-2-yl]methylamine